pyridine-2(3H)-one N=1C(CC=CC1)=O